OC=1C(=NC=CC1OC)C(=O)N[C@H](C(=O)OC(C)C1(C(C1)(F)F)C1=CC=C(C=C1)OCC)C 1-[1-(4-ethoxyphenyl)-2,2-difluoro-cyclopropyl]ethyl (2S)-2-[(3-hydroxy-4-methoxy-pyridine-2-carbonyl)amino]propanoate